2-(2-(Cyclohept-1-en-1-yl)-5-ethyl-6-(4-(3-hydroxyisonicotinyl)piperazin-1-yl)-7-oxo-[1,2,4]triazolo[1,5-a]pyrimidin-4(7H)-yl)-N-(2-methoxy-4-(trifluoromethyl)phenyl)acetamide C1(=CCCCCC1)C1=NN2C(N(C(=C(C2=O)N2CCN(CC2)CC2=C(C=NC=C2)O)CC)CC(=O)NC2=C(C=C(C=C2)C(F)(F)F)OC)=N1